tert-butyl N-[3-[1-(2,6-dioxo-3-piperidyl)-3-methyl-2-oxo-benzimidazol-5-yl] prop-2-ynyl]carbamate O=C1NC(CCC1N1C(N(C2=C1C=CC(=C2)C#CCNC(OC(C)(C)C)=O)C)=O)=O